C(C)OC=1C=C(C=NC1)C#CC=1C=CC=NC1 5-[2-(5-ethoxypyridin-3-yl)ethynyl]pyridine